ClC=1C(N(C(=CC1OCC1=NC=C(C=C1F)F)C)C1=CC(=NC=C1C([2H])([2H])[2H])C=1N=C(SC1)C(C)(C)O)=O (S)-3-Chloro-4-((3,5-difluoropyridin-2-yl)methoxy)-2'-(2-(2-hydroxypropan-2-yl)thiazol-4-yl)-6-methyl-5'-(methyl-d3)-2H-[1,4'-bipyridine]-2-one